3,3,5,5-tetramethylcyclohexanone CC1(CC(CC(C1)(C)C)=O)C